(1S,2R,3R,4R,5S)-4-((6-(trifluoromethyl)pyrazin-2-yl)amino)-1-(3,7,14-trioxo-1-phenyl-2,11,22-trioxa-8,15-diazatricosan-23-yl)-6,8-dioxabicyclo[3.2.1]octane-2,3-diyl diacetate C(C)(=O)O[C@H]1[C@@]2(CO[C@H]([C@@H]([C@H]1OC(C)=O)NC1=NC(=CN=C1)C(F)(F)F)O2)COCCCCCCNC(CCOCCNC(CCCC(OCC2=CC=CC=C2)=O)=O)=O